ClC1=CC(=C(C=C1)C1=NC(=NC2=C1N=C(N(C2=O)C)C(F)(F)F)N2C[C@H](OCC2)C2=CC(=NC=C2)OC)F 8-(4-chloro-2-fluoro-phenyl)-6-[(2R)-2-(2-methoxy-4-pyridyl)morpholin-4-yl]-3-methyl-2-(trifluoromethyl)pyrimido[5,4-d]pyrimidin-4-one